CC1=CC=C2C=C(N=CC2=C1)C1=CC=C(C=C1)C 7-methyl-3-(4-methylphenyl)isoquinoline